COC([O-])=O.C(CCC)[N+](C)(CCCC)CCCC Tributylmethylammonium methyl-carbonate